C(CC)OC(C(N)(C)C)=O.C1(=CC=CC=C1)CC(=O)[N-]CCCCCCCCCCCCCCCCCC phenylacetyl-octadecyl-amide propyl-dimethyl-aminoacetate